C(C)OC(=O)NC(=S)NC1=C(C(=NN1)C1CN(CCO1)C(=O)OC(C)(C)C)C1=CC=C(C=C1)F tert-butyl 2-[5-({[(ethoxycarbonyl)amino]methanethioyl}amino)-4-(4-fluorophenyl)-1H-pyrazol-3-yl]morpholine-4-carboxylate